2-methylimidazo[1,2-a]pyridine-6-carboxylic acid CC=1N=C2N(C=C(C=C2)C(=O)O)C1